C(C1=CC=CC=C1)C12CC3CC(CC(C1)C3)C2 benzyl-adamantane